CC1=C(N=C(S1)NC=1C=C(C(=O)N[C@@H](CC2=CC=CC=C2)C(=O)O)C=CC1)C1=CC=CC=C1 (3-((5-methyl-4-phenylthiazol-2-yl)amino)benzoyl)phenylalanine